9-Chloro-11-((2-(dimethylamino)ethoxy)imino)pyrido[2',3':4,5]pyrimido[1,2-a]indol-5(11H)-on ClC1=CC=2C(C=3N(C2C=C1)C(C1=C(N3)N=CC=C1)=O)=NOCCN(C)C